2-[1-[(4-tert-butylphenyl)methyl]-5-oxopyrrolidin-2-yl]-N-[(2-fluorophenyl)methyl]acetamid C(C)(C)(C)C1=CC=C(C=C1)CN1C(CCC1=O)CC(=O)NCC1=C(C=CC=C1)F